1-Tert-butylphenol C(C)(C)(C)C1(CC=CC=C1)O